5-chloro-1'-(2-{4-[(1R)-1-methanesulfonylethyl]phenoxy}ethyl)-1,2-dihydrospiro[indole-3,4'-piperidin]-2-one ClC=1C=C2C(=CC1)NC(C21CCN(CC1)CCOC1=CC=C(C=C1)[C@@H](C)S(=O)(=O)C)=O